(4,6-dimethoxypyrimidin-2-yl)methylamine COC1=NC(=NC(=C1)OC)CN